tert-Butyl 8-[3-(6-methyl-2-pyridyl)prop-2-ynylidene]-5-azaspiro[3.5]nonane-5-carboxylate CC1=CC=CC(=N1)C#CC=C1CCN(C2(CCC2)C1)C(=O)OC(C)(C)C